N[Sn](N)N Triaminotin